Cl.NC1C2CN(C(C1)CC2)C2=NC(=C(C=1N2C=CN1)C1=CC(=C(C=C1)OC)F)C1=CC(=C(C#N)C=C1)F 4-(5-(5-amino-2-azabicyclo[2.2.2]octane-2-yl)-8-(3-fluoro-4-methoxyphenyl)imidazolo[1,2-c]pyrimidin-7-yl)-2-fluorobenzonitrile hydrochloride